FC=1C(=NC=CC1OCOC)N1N=CC2=CC(=CC=C12)N1CCN(CC1)C(=O)OC(C)(C)C tert-butyl 4-(1-(3-fluoro-4-(methoxymethoxy)pyridine-2-yl)-1H-indazol-5-yl)piperazine-1-carboxylate